C(C)C1(C=C(CCC1)C(C)=O)C 1-(3-ethyl-3-methyl-cyclohex-1-en-1-yl)ethan-1-one